[4-(octyloxy)phenyl]phenyl-iodonium hexafluoroantimonate F[Sb-](F)(F)(F)(F)F.C(CCCCCCC)OC1=CC=C(C=C1)[I+]C1=CC=CC=C1